(S)-6-(4-(4-fluorophenyl)-1-(1-hydroxybutan-2-yl)-1H-imidazol-5-yl)imidazo[1,2-b]pyridazine-3-carbonitrile FC1=CC=C(C=C1)C=1N=CN(C1C=1C=CC=2N(N1)C(=CN2)C#N)[C@H](CO)CC